N-((trans)-4-(dimethylcarbamoyl)cyclohexyl)-2-(1H-imidazol-1-yl)-6,7-dihydro-5H-cyclopenta[d]pyrimidine-4-carboxamide CN(C(=O)[C@@H]1CC[C@H](CC1)NC(=O)C=1C2=C(N=C(N1)N1C=NC=C1)CCC2)C